ClC=1C(=C2C(=NC1C)COC2=O)C 3-chloro-2,4-dimethyl-5,7-dihydrofuro[4,3-b]pyridin-5-one